3-[(1R)-1-[2-[2-[2-[tert-Butyl(dimethyl)silyl]oxyethyl]-1,3-benzothiazol-6-yl]-3,6-dimethyl-4-oxo-chromen-8-yl]ethoxy]-6-chloro-pyridine-2-carboxamide [Si](C)(C)(C(C)(C)C)OCCC=1SC2=C(N1)C=CC(=C2)C=2OC1=C(C=C(C=C1C(C2C)=O)C)[C@@H](C)OC=2C(=NC(=CC2)Cl)C(=O)N